2-(5-norbornen-2,3-dicarboximido)-1,1,3,3-tetramethyluronium tetrafluoroborate F[B-](F)(F)F.C12C3C(C(C=C1)C2)C(N(C3=O)OC(=[N+](C)C)N(C)C)=O